ClC1=CC(=C2C[C@@H]([C@H](C2=C1)OC1=CC=C(C=C1)S(=O)(=O)NC1CCN(CC1)C(CCCNC(=O)NC)=O)N1CCNCC1)C#N 4-([(1s,2s)-6-chloro-4-cyano-2-(piperazin-1-yl)-2,3-dihydro-1H-inden-1-yl]oxy)-N-(1-[4-(3-methylureido)butyryl]piperidin-4-yl)benzenesulfonamide